benzyl thiopropionate C(CC)(=S)OCC1=CC=CC=C1